C(C=C)N1C2=C(C=C3N(C(C=4C=CC=C1C34)=O)C)C=CC=N2 6-allyl-1-methyl-1,6-dihydro-2H-pyrido[3',2':6,7]azepino[4,3,2-cd]isoindol-2-one